3-fluoro-4-{[2-(5-{[(2-methoxyethyl)amino]methyl}pyridin-2-yl)thieno[3,2-b]pyridin-7-yl]oxylphenyl}-4-methyl-2-oxo-1-phenyl-1,2-dihydropyridine-3-carboxamide FC1(C(N(C=CC1(C)C1=C(C=CC=C1)OC1=C2C(=NC=C1)C=C(S2)C2=NC=C(C=C2)CNCCOC)C2=CC=CC=C2)=O)C(=O)N